CC1(CCC=2C(=NN(C2C1)COCC[Si](C)(C)C)C=1N(C2=CC(=C(C=C2C1)F)NC)COCC[Si](C)(C)C)C 2-(6,6-dimethyl-1-((2-(trimethylsilyl)ethoxy)methyl)-4,5,6,7-tetrahydro-1H-indazol-3-yl)-5-fluoro-N-methyl-1-((2-(trimethylsilyl)ethoxy)methyl)-1H-indol-6-amine